6-chloro-2-oxo-1,2,3,4-tetrahydroquinoline-5-carboxylic acid methyl ester COC(=O)C=1C=2CCC(NC2C=CC1Cl)=O